N-{5-[3-(cyclopropylamino)phenyl]-3-fluoropyridin-2-yl}-2-methylpyrimidine-5-carboxamide C1(CC1)NC=1C=C(C=CC1)C=1C=C(C(=NC1)NC(=O)C=1C=NC(=NC1)C)F